imidazo[1,5-a]pyrido[4,3-e]pyrazine C1=NC=C2N1C1=C(N=C2)C=CN=C1